CC1=C(N=NC(=C1)OCC=1C(=NOC1C)C=1C=NC(=CC1)C)C(=O)NC1CCOCC1 4-Methyl-6-((5-methyl-3-(6-methylpyridin-3-yl)isoxazol-4-yl)methoxy)-N-(tetrahydropyran-4-yl)pyridazin-3-carboxamid